C1(CC1)CN1C(=CC=2C=CC=3C=CNC3C21)C2=NC1=C(N2C)C(=CC(=C1)C=O)F (2-(1-(cyclopropylmethyl)-1,8-dihydropyrrolo[3,2-g]indol-2-yl)-7-fluoro-1-methyl-1H-benzo[d]imidazol-5-yl)methanone